5-methyl-1,3-cyclohexadiene CC1C=CC=CC1